(3-(2'-ethyl-3-(hydroxymethyl)biphenyl-4-yl)pyrrolidin-1-yl)(5-(trifluoromethyl)pyridin-2-yl)methanone C(C)C1=C(C=CC=C1)C1=CC(=C(C=C1)C1CN(CC1)C(=O)C1=NC=C(C=C1)C(F)(F)F)CO